2-(1H-indazol-3-yl)-6-methyl-1,5-naphthyridine N1N=C(C2=CC=CC=C12)C1=NC2=CC=C(N=C2C=C1)C